Sodium ((+)-prostanol) C(CCCCCC[C@H]1CCC[C@@H]1CCCCCCCC)O.[Na]